5-ethyl-oxazole-4-carboxamide C(C)C1=C(N=CO1)C(=O)N